NC1=CC(N(C(N1C1CC1)=O)C)=O 6-amino-1-cyclopropyl-3-methylpyrimidine-2,4(1H,3H)-dione